tert-butyldimethyl((3-(4,4,5,5-tetramethyl-1,3,2-dioxaborolan-2-yl)but-3-en-1-yl)oxy)silane C(C)(C)(C)[Si](OCCC(=C)B1OC(C(O1)(C)C)(C)C)(C)C